N-vinyl-3-benzylpyrrolidone C(=C)N1C(C(CC1)CC1=CC=CC=C1)=O